OC=1C=C2CC[C@H]([C@H](C2=CC1)C1=CC=C(C=C1)N1CCC(CC1)CCN1CCN(CC1)C1=CC=C(C=C1)C1C(NC(CC1)=O)=O)C1=CC=CC=C1 3-(4-(4-(2-(1-(4-((1S,2R)-6-hydroxy-2-phenyl-1,2,3,4-tetrahydronaphthalen-1-yl)phenyl)piperidin-4-yl)ethyl)piperazin-1-yl)phenyl)piperidine-2,6-dione